The molecule is an organophosphate oxoanion arising from deprotonation of the phosphate OH groups of 1D-myo-inositol 1,4-bisphosphate; major species at pH 7.3. It has a role as a human metabolite. It is a conjugate base of a 1D-myo-inositol 1,4-bisphosphate. [C@H]1([C@H](C([C@H]([C@H](C1OP(=O)([O-])[O-])O)O)OP(=O)([O-])[O-])O)O